1-benzyl-3-(3-indolyl)-3-hydroxy-5-methyl-indol-2-one C(C1=CC=CC=C1)N1C(C(C2=CC(=CC=C12)C)(O)C1=CNC2=CC=CC=C12)=O